The molecule is a lipid A oxoanion obtained via deprotonation of the carboxy and phosphate OH groups of lipid A-core. It is a conjugate base of a lipid A-core. CCCCCCCCCCCCCC(=O)O[C@H](CCCCCCCCCCC)CC(=O)O[C@@H]1[C@H]([C@@H](O[C@@H]([C@H]1OP(=O)([O-])[O-])CO[C@@]2(C[C@H]([C@H]([C@H](O2)[C@@H](CO)O)O[C@@H]3[C@H]([C@H]([C@@H]([C@H](O3)[C@H](CO)O)OP(=O)([O-])[O-])O[C@@H]4[C@H]([C@H]([C@@H]([C@H](O4)[C@H](CO[C@@H]5[C@H]([C@H]([C@@H]([C@H](O5)[C@H](CO)O)O)O)O)O)OP(=O)([O-])[O-])O[C@@H]6[C@@H]([C@H]([C@@H]([C@H](O6)CO[C@@H]7[C@@H]([C@H]([C@H]([C@H](O7)CO)O)O)O)O)O[C@@H]8[C@@H]([C@H]([C@@H]([C@H](O8)CO)O)O)O[C@@H]9[C@@H]([C@H]([C@@H]([C@H](O9)CO[C@@H]1[C@H]([C@H]([C@@H]([C@H](O1)[C@H](CO)O)O)O)O)O)O)O)O)O)O)O[C@@]1(C[C@H]([C@H]([C@H](O1)[C@@H](CO)O)O)O)C(=O)[O-])C(=O)[O-])OC[C@@H]1[C@H]([C@@H]([C@H]([C@H](O1)OP(=O)([O-])[O-])NC(=O)C[C@@H](CCCCCCCCCCC)O)OC(=O)C[C@@H](CCCCCCCCCCC)O)O)NC(=O)C[C@@H](CCCCCCCCCCC)OC(=O)CCCCCCCCCCC